6-(4-methoxyphenyl)quinoline COC1=CC=C(C=C1)C=1C=C2C=CC=NC2=CC1